C1(CC1)CNC(=O)NC=1N=CC2=CC(=C(C=C2C1)C1=C(C2=C(OCCN2C(=O)OC(C)(C)C)N=C1)C)F tert-Butyl 7-[3-(cyclopropylmethylcarbamoylamino)-7-fluoro-6-isoquinolyl]-8-methyl-2,3-dihydropyrido[2,3-b][1,4]oxazine-1-carboxylate